OC(CCCCCCCCCCCCCCCCCCCCCC(=O)O)CCCCC 23-Hydroxy-octacosanoic acid